C[C@H]1N[C@H](COC1)C1=CC2=C(N=C(S2)C)C=C1 (3R,5S)-3-methyl-5-(2-methylbenzo[d]thiazol-6-yl)morpholine